FC1=CC=C(C=C1)C(C#N)CC 2-(4-fluorophenyl)butyronitrile